NC1=NC=CC=C1OC[C@@H](C(=O)O)NC(=O)OC(C)(C)C (S)-3-((2-aminopyridin-3-yl)oxy)-2-((tert-butoxycarbonyl)amino)propanoic acid